ClC=1C(=NC(=NC1)N[C@H]1CN(CC1)CC1CN(CCC1)CCC1CCNCC1)C1=CNC2=CC=CC=C12 5-chloro-4-(1H-indol-3-yl)-N-((3R)-1-((1-(2-(piperidine-4-yl)ethyl)piperidin-3-yl)methyl)pyrrolidin-3-yl)pyrimidin-2-amine